N(=O)N1CCC(CC1)N1CC2(C1)CCN(CC2)C(=O)OC(C)(C)C tert-butyl 2-(1-nitrosopiperidin-4-yl)-2,7-diazaspiro[3.5]nonane-7-carboxylate